6,7-dimethoxy-4-(4-sulfamoyl-1,4-diazepan-1-yl)quinoline-3-carboxamide COC=1C=C2C(=C(C=NC2=CC1OC)C(=O)N)N1CCN(CCC1)S(N)(=O)=O